NC1=NC=2C=C(C(=CC2C=2N1N=C(N2)[C@@H]2CC[C@@H](N(C2)C([C@H](C)O)=O)C)F)OC (2S)-1-[(2S,5R)-5-(5-amino-9-fluoro-8-methoxy[1,2,4]triazolo[1,5-c]quinazolin-2-yl)-2-methylpiperidin-1-yl]-2-hydroxypropan-1-one